tert-butyl 2-(2-aminoethyl)piperidine-1-carboxylate NCCC1N(CCCC1)C(=O)OC(C)(C)C